C(C1=CC=CC=C1)OC1=C(C=CC=C1F)C1=CC(=CC=C1F)C[C@]1(C[C@H](CC1)NS(=O)(=O)C)C1=NC=CC(=N1)CO N-((1S,3R)-3-((2'-(benzyloxy)-3',6-difluoro-[1,1'-biphenyl]-3-yl)methyl)-3-(4-(hydroxymethyl)pyrimidin-2-yl)cyclopentyl)methanesulfonamide